C1(CC1)C1=NN=C(O1)CC12CC(C1)(C2)C2CN(C2)C(=O)OC(C)(C)C tert-butyl 3-[3-[(5-cyclopropyl-1,3,4-oxadiazol-2-yl)methyl]-1-bicyclo[1.1.1]pentanyl]azetidine-1-carboxylate